(2-chloro-6-methoxyphenyl)boric acid ClC1=C(C(=CC=C1)OC)OB(O)O